3,5-diphenyl-1-(4-(trifluoromethyl)benzyl)-1H-pyrazole C1(=CC=CC=C1)C1=NN(C(=C1)C1=CC=CC=C1)CC1=CC=C(C=C1)C(F)(F)F